1-cyclopentyl-4-(2-fluoro-4-(2H-1,2,3-triazol-2-yl)benzyl)piperazine-2,3-dione C1(CCCC1)N1C(C(N(CC1)CC1=C(C=C(C=C1)N1N=CC=N1)F)=O)=O